ClC1=C(C=NC=C1)S(=O)(C)=N (4-chloropyridin-3-yl)(imino)(methyl)-lambda6-sulfanone